N-[1-(2-{4-[(methanesulfonyl)amino]phenyl}quinolin-4-yl)ethyl]-2-methylbenzamide CS(=O)(=O)NC1=CC=C(C=C1)C1=NC2=CC=CC=C2C(=C1)C(C)NC(C1=C(C=CC=C1)C)=O